C(C(C)C)NC=1C=C(C=C2C=C(NC12)C1=CC=CC=C1)COCCOC N-isobutyl-5-(2-methoxyethoxymethyl)-2-phenyl-1H-indol-7-amine